5-methyl-1-(tetrahydro-2H-pyran-2-yl)-1H-pyrazol CC1=CC=NN1C1OCCCC1